COC1=CC=C(C=N1)O[C@@H]1CN(CC1)C(=O)OC(C)(C)C tert-butyl (S)-3-((6-methoxypyridin-3-yl)oxy)pyrrolidine-1-carboxylate